NC1=CC=C(OC=2C=C3C(CC(C3=CC2)(C)C)(C)C2=CC=C(C=C2)OC2=CC=C(C=C2)N)C=C1 5-(4-aminophenoxy)-3-[4-(4-aminophenoxy)phenyl]-1,1,3-trimethylindane